4-[(4-{[(1R)-2-amino-1-methylethyl]amino}butyl)-amino]-5-chloro-2-fluoro-N-(5-fluoro-1,3-thiazol-2-yl)-benzenesulfonamide NC[C@@H](C)NCCCCNC1=CC(=C(C=C1Cl)S(=O)(=O)NC=1SC(=CN1)F)F